The molecule is a branched amino hexasaccharide comprised of a linear sequence of N-acetyl-alpha-neuraminyl, beta-D-galactosyl and N-acetyl-D-glucosamine residues linked (2->3) and (1->3), to the N-acetyl-D-glucosamine residue of which is also linked (1->6) a linear trisaccharide sequence of N-acetyl-alpha-neuraminyl, beta-D-galactosyl and N-acetyl-D-glucosamine residues linked (2->3) and (1->4). It is a glucosamine oligosaccharide, a galactosamine oligosaccharide and an amino hexasaccharide. CC(=O)N[C@@H]1[C@H](C[C@@](O[C@H]1[C@@H]([C@@H](CO)O)O)(C(=O)O)O[C@H]2[C@H]([C@H](O[C@H]([C@@H]2O)O[C@@H]3[C@H](O[C@H]([C@@H]([C@H]3O)NC(=O)C)OC[C@@H]4[C@@H]([C@@H]([C@H](C(O4)O)NC(=O)C)O[C@H]5[C@@H]([C@H]([C@H]([C@H](O5)CO)O)O[C@@]6(C[C@@H]([C@H]([C@@H](O6)[C@@H]([C@@H](CO)O)O)NC(=O)C)O)C(=O)O)O)O)CO)CO)O)O